N1N=NC=C1CC(=O)N1C(CC(C1)F)C(=O)N[C@H](C1=CC(=C(C=C1)C(C)C)F)C=1C(=NC=CC1)N 1-(2-(1H-1,2,3-triazol-5-yl)acetyl)-N-((R)-(2-aminopyridin-3-yl)(3-fluoro-4-isopropylphenyl)methyl)-4-fluoropyrrolidine-2-carboxamide